3-aminotetrahydrothiophene 1,1-dioxide dihydrochloride Cl.Cl.NC1CS(CC1)(=O)=O